OC1=C2C(C(=COC2=CC(=C1)O)C1=CC=C(C=C1)O)=O 5,7-dihydroxy-3-(4-hydroxyphenyl)-4H-chromen-4-one